C(C)(C)(C)OC(=O)NC1=CC=C(C=C1)C1=C(CC(CC1)(C)C)CN1CCN(CC1)C1=CC=C(C(=O)O)C=C1 4-(4-((4'-((tert-butoxycarbonyl)amino)-4,4-dimethyl-3,4,5,6-tetrahydro-[1,1'-biphenyl]-2-yl)methyl)piperazin-1-yl)benzoic acid